pyridyl-1-ethanone N1=C(C=CC=C1)C(C)=O